OC1CC=CCC1C(=O)[O-] 6-hydroxy-3-cyclohexene-1-carboxylate